C(C)OC(C[C@@H]1N(CCC1)C(=O)C=1C=C(N2C1COCC2)C(N[C@H](C)C2=CC=C(C=C2)F)=O)=O ((R)-1-{6-[(R)-1-(4-fluoro-phenyl)-ethylcarbamoyl]-3,4-dihydro-1H-pyrrolo[2,1-c][1,4]oxazine-8-carbonyl}-pyrrolidin-2-yl)-acetic acid ethyl ester